C(CC)C1CCC(CC1)C1=CC=C(C#N)C=C1 4-(4-propylcyclohexyl)benzonitrile